3,5-Difluoro-4-hydroxy-N-{[(1r,4r)-4-{3-[5-(trifluoromethyl)pyrimidin-2-yl]-1,2,4-oxadiazol-5-yl}cyclohexyl]methyl}benzamide FC=1C=C(C(=O)NCC2CCC(CC2)C2=NC(=NO2)C2=NC=C(C=N2)C(F)(F)F)C=C(C1O)F